C(C=C)(=O)NCCC(=O)[SiH2]O[Si](C)(C)C 3-acrylamidopropoyl-(trimethyl-siloxy)silane